C(C)(=O)OC(=CC)CCCCC 2-octen-3-yl acetate